9-bromo-3-(((1,4-dihydroquinazolin-2-yl)thio)methyl)-5H-thiazolo[2,3-b]quinazoline BrC=1C=CC=C2CN3C(=NC12)SC=C3CSC=3NC1=CC=CC=C1CN3